C(C)(C)(C)N1C[C@H]([C@@H](C1)C1=CC=C(C=C1)Cl)C(=O)N1C[C@H](C[C@H]1C(=O)N1CCOCC1)N(C(C(CC)C)=O)C1CCC(CC1)C N-((3S,5S)-1-((3S,4R)-1-(tert-butyl)-4-(4-chlorophenyl)pyrrolidine-3-carbonyl)-5-(morpholine-4-carbonyl)pyrrolidin-3-yl)-2-methyl-N-((1s,4R)-4-methylcyclohexyl)butanamide